NC=1C(=NC=CN1)C1=NC=2C(=NC(=CC2)C2=NN(N=C2)C([2H])([2H])[2H])N1C1=CC=C(CN2CCC(CC2)NC2=NC(=NC=C2)C#N)C=C1 4-((1-(4-(2-(3-Aminopyrazin-2-yl)-5-(2-(methyl-d3)-2H-1,2,3-triazol-4-yl)-3H-imidazo[4,5-b]pyridin-3-yl)benzyl)piperidin-4-yl)amino)pyrimidine-2-carbonitrile